N,N''-methylenebis-[N'-[1-(hydroxymethyl)-2,5-dioxo-4-imidazolidinyl]urea] C(NC(=O)NC1NC(N(C1=O)CO)=O)NC(=O)NC1NC(N(C1=O)CO)=O